C(CCC)NC1=NC=CN=C1 (butylamino)pyrazin